O=C1CC(CN1CC=1C=NC=CC1)C(=O)NC1=CC=C(C=C1)C1=NC(=NO1)C1=CC=C(C=C1)C(F)(F)F 5-Oxo-1-[(pyridin-3-yl)methyl]-N-(4-{3-[4-(trifluoromethyl)phenyl]-1,2,4-oxadiazol-5-yl}phenyl)-pyrrolidine-3-carboxamide